1-di-n-butylamino-3-methylenehepta-4,6-diene C(CCC)N(CCC(C=CC=C)=C)CCCC